ClC=1C=C(C=CC1)S(=O)(=O)N1CCC2(CC(CO2)NC[C@@H](COC=2C=C(C=CC2)S(=O)(=O)NC)O)CC1 3-((2S)-3-(8-(3-chlorophenyl-sulfonyl)-1-oxa-8-azaspiro[4.5]dec-3-ylamino)-2-hydroxypropoxy)-N-methylbenzenesulfonamide